ClC1=CC(=NC=C1C1CC1)NC(OC)=O methyl (4-chloro-5-cyclopropylpyridin-2-yl)carbamate